5-benzylidene-2,2-dimethyl-1-(1H-1,2,4-triazol-1-ylmethyl)cyclopentanol C(C1=CC=CC=C1)=C1CCC(C1(O)CN1N=CN=C1)(C)C